C(C)N(CC)C(C[SiH2]C1=CC=C(C=C1)C=C)N(CC)CC bis(diethylamino)ethyl-(4-vinylphenyl)silane